ClCCCOC1=CC2=C(C=C(C(O2)=O)C(=O)O)C=C1 7-(3-Chloropropoxy)-2-oxo-2H-benzopyran-3-carboxylic acid